BrC=1C=C2C(=CN(C2=CC1)C1=NOC(=N1)C=1C=CC(=C(C#N)C1)OC(C)C)Cl 5-(3-(5-bromo-3-chloro-1H-indol-1-yl)-1,2,4-oxadiazol-5-yl)-2-isopropoxybenzonitrile